2-chloro-5-(4,4,5,5-tetramethyl-1,3,2-dioxaborolan-2-yl)pyridine ClC1=NC=C(C=C1)B1OC(C(O1)(C)C)(C)C